tert-butyl (S)-3-methyl-4-(4-((3-methyl-4-((1-methyl-1H-benzo[d]imidazol-5-yl)methyl)phenyl)amino)pyrido[3,2-d]pyrimidin-6-yl)piperazine-1-carboxylate C[C@H]1CN(CCN1C=1C=CC=2N=CN=C(C2N1)NC1=CC(=C(C=C1)CC1=CC2=C(N(C=N2)C)C=C1)C)C(=O)OC(C)(C)C